(1,1-dioxothiolan-3-yl)-[3-hydroxy-2-(5H-imidazo[1,5-b]isoindol-5-yl)-7-azaspiro[3.5]nonan-7-yl]methanone O=S1(CC(CC1)C(=O)N1CCC2(C(C(C2)C2N3C(C=4C=CC=CC24)=CN=C3)O)CC1)=O